N(=[N+]=[N-])CCO[C@@]1(O)[C@@H](O)[C@@H](O)[C@H](O)[C@H](O1)CO 1-(2-azidoethoxy)-alpha-D-mannopyranose